CC(C)[C@@H](C)CC[C@@H](C)[C@H]1CC[C@H]2C3=CCC4CCCC[C@]4(C)[C@H]3CC[C@]12C 5ξ-ergost-7-en